Cl.COC1=NN(NC(=C1)OC)C1N(CCOC1)C (4,6-Dimethoxytriazin-2-yl)-4-methylmorpholine hydrochloride